4-aminopyridin-3-ol NC1=C(C=NC=C1)O